((tert-butoxycarbonyl)(methyl)amino)thiophene-2-carboxylic acid methyl ester COC(=O)C=1SC=CC1N(C)C(=O)OC(C)(C)C